(1s,4s)-4-((2-((2-(1-(Cyclopropylsulfonyl)-1H-pyrazol-4-yl)pyrimidin-4-yl)amino)-5-(4-fluoro-1-methyl-1H-pyrazol-3-yl)pyridin-4-yl)amino)-1-methylcyclohexan-1-ol C1(CC1)S(=O)(=O)N1N=CC(=C1)C1=NC=CC(=N1)NC1=NC=C(C(=C1)NC1CCC(CC1)(O)C)C1=NN(C=C1F)C